(S)-7-chloro-3-cycloheptyl-5-phenyl-1H-benzo[e][1,4]diazepin-2(3H)-one ClC1=CC2=C(NC([C@@H](N=C2C2=CC=CC=C2)C2CCCCCC2)=O)C=C1